FC(C(=O)O)(F)F.COC1=C(C=CC(=C1)N1CCOCC1)NC(=O)C=1C=NN2C1N=C(C=C2)N[C@H]2CNCCC2 (R)-N-(2-methoxy-4-morpholinophenyl)-5-(piperidin-3-ylamino)pyrazolo[1,5-a]pyrimidine-3-carboxamide trifluoroacetate salt